FC1(CCC(CC1)N1C(N(C(C1)C#N)C1=CN=CC2=CC=CC=C12)=O)F (4,4-difluorocyclohexyl)-3-(isoquinolin-4-yl)-2-oxoimidazolidine-4-carbonitrile